(R)-N-(6-methoxy-2-(4-methylpiperazin-1-yl)-5-((6-(3-(3-phenoxy-phenyl)isoxazolidin-2-yl)pyrimidin-4-yl)amino)-pyridin-3-yl)acryl-amide COC1=C(C=C(C(=N1)N1CCN(CC1)C)NC(C=C)=O)NC1=NC=NC(=C1)N1OCC[C@@H]1C1=CC(=CC=C1)OC1=CC=CC=C1